Cl.N1(CCCCC1)CCNC(=O)C=1C=C(C=CC1)B(O)O 3-(2-(PIPERIDIN-1-YL)ETHYLCARBAMOYL)PHENYLBORONIC ACID HYDROCHLORIDE